bis(4-aminophenoxy)benzene NC1=CC=C(OC2=C(C=CC=C2)OC2=CC=C(C=C2)N)C=C1